chlorobenzyl-4-methylbenzenesulfonamide ClC=1C(=C(C=CC1C)S(=O)(=O)N)CC1=CC=CC=C1